ClC1=C(C=O)C(=CC=C1)F 2-chloro-6-fluorobenzaldehyde